NCC1=CC(=C(C=C1)NC(=O)C1=CC2=C(OCCC3=C2SC=C3)C=C1C=1C(=NC(=CC1)C(N[C@H]1[C@H]3CC[C@@H](C1)C3)=O)C(=O)OC)C methyl 3-(9-((4-(aminomethyl)-2-methylphenyl)carbamoyl)-4,5-dihydrobenzo[b]thieno[2,3-d]oxepin-8-yl)-6-(((1S,2R,4R)-bicyclo[2.2.1]heptan-2-yl)carbamoyl)picolinate